ClCCCOC1=CC=C(C=C1)C=1N(C2=NC=CC=C2C(C1OC)=O)C 2-(4-(3-chloropropyloxy)phenyl)-3-methoxy-1-methyl-1,8-naphthyridin-4(1H)-one